COC1=C(CNC=2C3=C(N=CN2)C(=CS3)C#C)C=CC(=C1)OC N-(2,4-dimethoxybenzyl)-7-ethynyl-thieno[3,2-d]pyrimidin-4-amine